5-chloroacetyl-pyridine ClCC(=O)C=1C=CC=NC1